ClC=1C(=NC(=NC1)N[C@H](CO)C)C=1N=C2N(CCNC2=O)C1 2-(5-Chloro-2-(((S)-1-hydroxypropan-2-yl)amino)pyrimidin-4-yl)-8-oxo-5,6-dihydroimidazo[1,2-a]pyrazin